[1-[(5-bromo-6-methoxy-2-pyridinyl)carbamoyl]-2,2-dicyclohexyl-ethyl]-2-ethyl-pyrazole-3-carboxamide BrC=1C=CC(=NC1OC)NC(=O)C(C(C1CCCCC1)C1CCCCC1)C1=C(N(N=C1)CC)C(=O)N